(R)-1-(2-(1-(6-bromopyrrolo[2,1-f][1,2,4]triazin-4-yl)-1,2,3,6-tetrahydropyridin-4-yl)pyrimidin-5-yl)-1-(2,4-difluorophenyl)ethan-1-amine hydrochloride Cl.BrC=1C=C2C(=NC=NN2C1)N1CCC(=CC1)C1=NC=C(C=N1)[C@@](C)(N)C1=C(C=C(C=C1)F)F